OC1CCC(CC1)(C)NC1=NC(=CC(=C1)C=1C=C(C=CC1C)NC(=O)N1C[C@@H](CC1)CC(F)(F)F)N1CCOCC1 (S)-N-(3-(2-(((1S,4R)-4-hydroxy-1-methylcyclohexyl)amino)-6-morpholinopyridin-4-yl)-4-methylphenyl)-3-(2,2,2-trifluoroethyl)pyrrolidine-1-carboxamide